CC(C(=C=O)C)[Si](OCC)(OCC)OCC methyl-(triethoxysilyl)dimethylketene